N-(4-(azepan-1-ylmethyl)pyridin-2-yl)-6-(5-methyl-1H-pyrazol-4-yl)benzo[d]thiazol-2-amine N1(CCCCCC1)CC1=CC(=NC=C1)NC=1SC2=C(N1)C=CC(=C2)C=2C=NNC2C